N-isobutylhydrazine carbonate C(O)(O)=O.C(C(C)C)NN